O=C1C(O)=C([C@H](O1)[C@@H](O)CO)OCC=1C(=C(C(=NC1)C)O)C=O pyridoxal ascorbate